C1(=CC=CC=C1)S(=O)(=O)NC(CC=1C=C(C=CC1)C(N)=NO)C=1SC2=C(C=NC=C2)N1 3-(2-Benzenesulfonamido-2-{[1,3]thiazolo[4,5-c]pyridin-2-yl}ethyl)-N'-hydroxybenzene-1-carboximidamide